BrC1=NN(C2=NC(=NC(=C21)NC2CCOCC2)NC2=C(C=C(C=C2)N2CCOCC2)OC)CC2=CC=C(C=C2)OC 3-Bromo-N6-(2-methoxy-4-morpholinophenyl)-1-(4-methoxybenzyl)-N4-(tetrahydro-2H-pyran-4-yl)-1H-pyrazolo[3,4-d]pyrimidine-4,6-diamine